ethylenebis(4,6-di-tert-pentylphenol) C(CC1=C(C(=CC(=C1)C(C)(C)CC)C(C)(C)CC)O)C1=C(C(=CC(=C1)C(C)(C)CC)C(C)(C)CC)O